C(C)(C)(C)C=1C(C(=CC(C1)=CC1=CC=CC=C1)C(C)(C)C)=O 2,6-di-tert-butyl-4-benzylidenecyclohexane-2,5-dienone